(2S,3R)-4,4-difluoro-2-[(3'-fluoro[1,1'-biphenyl]-3-yl)methyl]-3-[(methane-sulfonyl)amino]-N,N-dimethylpyrrolidine-1-carboxamide FC1([C@@H]([C@@H](N(C1)C(=O)N(C)C)CC=1C=C(C=CC1)C1=CC(=CC=C1)F)NS(=O)(=O)C)F